cis-3-carbamoylcyclopentane-1-carboxylate C(N)(=O)[C@H]1C[C@H](CC1)C(=O)[O-]